FC=1C=C(C=CC1OC)C1(CC1)C=1N=C(C2=C(N1)OC(=C2C(=O)N)C)NC2(CC2)C [1-(3-fluoro-4-methoxyphenyl)cyclopropyl]-6-methyl-4-[(1-methylcyclopropyl)amino]furo[2,3-d]pyrimidine-5-carboxamide